ClC=1C(=NC=CC1)C1CC1 chloro-2-cyclopropylpyridin